((1r,4r)-4-(3-cyano-3-methylazetidin-1-yl)cyclohexyl)-5-(1H-imidazol-1-yl)-1H-pyrazolo[3,4-c]pyridine-7-carboxamide C(#N)C1(CN(C1)C1CCC(CC1)N1N=CC=2C1=C(N=C(C2)N2C=NC=C2)C(=O)N)C